3-methoxy-5-{[(2S,4S)-4-methoxy-5-oxopyrrolidin-2-yl]methoxy}naphthalene-2-carboxamide COC=1C(=CC2=CC=CC(=C2C1)OC[C@H]1NC([C@H](C1)OC)=O)C(=O)N